(S)-7,7-difluoro-2-((4-((2-hydroxy-1-phenylethyl)amino)-5-(5-(pyridin-2-yl)-1,3,4-oxadiazol-2-yl)pyridin-2-yl)amino)-6,7-dihydro-5H-pyrrolo[3,4-b]pyridin-5-one FC1(NC(C=2C1=NC(=CC2)NC2=NC=C(C(=C2)N[C@H](CO)C2=CC=CC=C2)C=2OC(=NN2)C2=NC=CC=C2)=O)F